CC1=C(C(=CC=C1)C)C1=CC(=NC(=N1)NS(=O)(=O)C=1C=NN(C1)C)OC1CN(CC1)C(=O)OC(C)(C)C tert-Butyl 3-[6-(2,6-dimethylphenyl)-2-[(1-methylpyrazol-4-yl)sulfonylamino]pyrimidin-4-yl]oxypyrrolidine-1-carboxylate